N-(4-{4-[(2,2-difluoroethyl)amino]-1H-pyrazol-1-yl}-3-sulfamoylphenyl)-2-(2-fluorophenyl)acetamide FC(CNC=1C=NN(C1)C1=C(C=C(C=C1)NC(CC1=C(C=CC=C1)F)=O)S(N)(=O)=O)F